CN1CCN(CC1)C=1C=CC2=C(C3=C(O2)C=C(C=C3)C(=O)O)C1 8-(4-methylpiperazin-1-yl)dibenzo[b,d]furan-3-carboxylic acid